N=1C(=NN2C1C=NC=C2)C(=O)N [1,2,4]triazolo[1,5-a]pyrazine-2-carboxamide